N-(7-cyano-5-fluoro-1-(1-methylcyclobutyl)-1H-benzo[d]imidazol-2-yl)-3,3-dimethylbutanamide C(#N)C1=CC(=CC2=C1N(C(=N2)NC(CC(C)(C)C)=O)C2(CCC2)C)F